methyl 5-((trans-1-(tert-butoxycarbonyl)-3-ethylpiperidin-4-yl)amino)-6-(4-fluorobenzyl)pyrazine-2-carboxylate C(C)(C)(C)OC(=O)N1C[C@H]([C@@H](CC1)NC=1N=CC(=NC1CC1=CC=C(C=C1)F)C(=O)OC)CC